ClC=1C=C(C=CC1)C#C\C=C/1\C(CN(CC1)S(=O)(=O)C=1C=C2C(=NC1)ON=C2CC)(C)C 5-({(4E)-4-[3-(3-chlorophenyl)prop-2-yn-1-ylidene]-3,3-dimethylpiperidin-1-yl}sulfonyl)-3-ethyl-[1,2]oxazolo[5,4-b]pyridine